N-(2-((4-methoxyphenyl)thio)-1-phenylvinyl)methacrylamide COC1=CC=C(C=C1)SC=C(C1=CC=CC=C1)NC(C(=C)C)=O